2-(cyclopropylamino)-8-[4-[2-(dimethylamino)ethyl-methyl-amino]phenyl]-6-(5-methyl-3,4-dihydro-2H-quinoxalin-1-yl)pyrido[2,3-d]pyrimidin-7-one C1(CC1)NC=1N=CC2=C(N1)N(C(C(=C2)N2CCNC1=C(C=CC=C21)C)=O)C2=CC=C(C=C2)N(C)CCN(C)C